(2R,5R)-2-(2-chloro-6-(4,4,5,5-tetramethyl-1,3,2-dioxaborolan-2-yl)pyridin-4-yl)-5-(fluoromethyl)-4-(4-methoxybenzyl)morpholine ClC1=NC(=CC(=C1)[C@@H]1CN([C@H](CO1)CF)CC1=CC=C(C=C1)OC)B1OC(C(O1)(C)C)(C)C